FC1=CC=2N3C4=C(C=CC=C4SC2C=C1)C(CC3)N3C=NC=C3 10-fluoro-3-imidazol-1-yl-2,3-dihydro-1H-pyrido[3,2,1-kl]phenothiazine